tert-butyl (3S)-4-(2-chloro-3-cyano-4-nitrophenyl)-3-(hydroxymethyl)piperazine-1-carboxylate ClC1=C(C=CC(=C1C#N)[N+](=O)[O-])N1[C@@H](CN(CC1)C(=O)OC(C)(C)C)CO